4-(5-(4-fluorophenyl)-3-(15-mercapto-10-(2-mercaptoethyl)-2,7-dioxa-10,13-diazapentadecyl)-1H-pyrazol-1-yl)benzenesulfonamide FC1=CC=C(C=C1)C1=CC(=NN1C1=CC=C(C=C1)S(=O)(=O)N)COCCCCOCCN(CCNCCS)CCS